4-(2-iodophenoxy)-5-oxo-5-(p-tolyl)pentanoic acid ethyl ester C(C)OC(CCC(C(C1=CC=C(C=C1)C)=O)OC1=C(C=CC=C1)I)=O